O.[Ca] monocalcium monohydrate